2-[[4-[3-[(4-chloro-2-cyano-phenyl)methoxy]pyrazol-1-yl]-1-piperidyl]methyl]-3-[[(2S)-oxetan-2-yl]methyl]benzimidazole-5-carboxylic acid ClC1=CC(=C(C=C1)COC1=NN(C=C1)C1CCN(CC1)CC=1N(C2=C(N1)C=CC(=C2)C(=O)O)C[C@H]2OCC2)C#N